6-methylimidazo[1,5-a]pyrazin CC=1N=CC=2N(C1)C=NC2